(2-(6-(2-ethyl-5-fluoro-4-hydroxyphenyl)-1H-indazol-3-yl)-4,6-dihydropyrrolo[3,4-d]imidazol-5(1H)-yl)(4-ethylpiperazin-1-yl)methanone C(C)C1=C(C=C(C(=C1)O)F)C1=CC=C2C(=NNC2=C1)C1=NC2=C(N1)CN(C2)C(=O)N2CCN(CC2)CC